tert-butyl (R)-5-bromo-2-((tert-butoxycarbonyl)amino)pentanoate BrCCC[C@H](C(=O)OC(C)(C)C)NC(=O)OC(C)(C)C